2,5-difluorophenyl-boronic acid FC1=C(C=C(C=C1)F)B(O)O